3-[2-(4-chloro-3-fluorophenoxy)acetamido]-N-[(5-phenyl-1,2,4-oxadiazol-3-yl)methyl]bicyclo[1.1.1]pentane-1-carboxamide ClC1=C(C=C(OCC(=O)NC23CC(C2)(C3)C(=O)NCC3=NOC(=N3)C3=CC=CC=C3)C=C1)F